2-Methylpiperidine-1,3-dicarboxylic acid 1-tert-butyl 3-methyl ester COC(=O)C1C(N(CCC1)C(=O)OC(C)(C)C)C